C(C)OC(=O)C(CN(C(=O)C=1NN=C2C1CN(CC2)C(=O)OC(C)(C)C)C)=C tert-Butyl 3-[2-ethoxycarbonylallyl(methyl)carbamoyl]-2,4,6,7-tetrahydropyrazolo[4,3-c]pyridine-5-carboxylate